3-(5-(1-(3,5-bis(trifluoromethyl)benzyl)piperidin-4-yl)-1-oxoisoindolin-2-yl)piperidine-2,6-dione FC(C=1C=C(CN2CCC(CC2)C=2C=C3CN(C(C3=CC2)=O)C2C(NC(CC2)=O)=O)C=C(C1)C(F)(F)F)(F)F